2-Amino-6-(2-(5-iodo-1-methyl-1H-1,2,3-triazol-4-yl)ethyl)-7-oxo-6-phenyl-4,5,6,7-tetrahydrobenzo[b]thiophene-3-carboxamide NC1=C(C2=C(S1)C(C(CC2)(C2=CC=CC=C2)CCC=2N=NN(C2I)C)=O)C(=O)N